OCC1N(CCCC1)CC1=C2CCCC2=C(C=C1OCC=1C=NC=C(C(=O)N)C1)OCC=1C(=C(C=CC1)C1=CC=CC=C1)C 5-(((4-((2-(hydroxymethyl)piperidin-1-yl)methyl)-7-((2-methyl-[1,1'-biphenyl]-3-yl)methoxy)-2,3-dihydro-1H-inden-5-yl)oxy)methyl)nicotinamide